BrC1=CC=C2N=C(C(NC2=C1F)=O)C1CC1 7-bromo-3-cyclopropyl-8-fluoroquinoxalin-2(1H)-one